O1CCOC12CC=C(CC2)C=2C=C(SC2)C=O 4-(1,4-dioxaspiro[4.5]decane-7-en-8-yl)thiophene-2-carbaldehyde